OC1=C(C=C(C=C1C(C)(C)C)C(C)(C)C)C1=C(C=CC=2NN=NC21)Cl (2-hydroxy-3',5'-di-t-butylphenyl)-5-chlorobenzotriazole